((3aS,4R,6aR)-4-(3-benzoyl-2,4-dioxo-3,4-dihydropyrimidin-1(2H)-yl)-2,2-dimethyl-3a,6a-dihydro-4H-cyclopenta[d][1,3]dioxol-6-yl)methyl methanesulfonate CS(=O)(=O)OCC1=C[C@H]([C@H]2[C@@H]1OC(O2)(C)C)N2C(N(C(C=C2)=O)C(C2=CC=CC=C2)=O)=O